[5-(difluoromethyl)-2-[2-(trifluoromethyl)pyrimidin-5-yl]pyridin-4-yl]methylamine hydrochloride Cl.FC(C=1C(=CC(=NC1)C=1C=NC(=NC1)C(F)(F)F)CN)F